CN1CCN(CC1)C1=NNC2=CC(=CC=C12)N 3-(4-methylpiperazin-1-yl)-1H-indazol-6-amine